CC(CCO)CCCCCCCC(CCCC)C 3,11-Dimethylpentadecanol